6-[[4-[[(1S)-2-hydroxy-1-phenyl-ethyl]amino]-5-(5-methyl-1H-1,2,4-triazol-3-yl)pyrimidin-2-yl]amino]-1,1-dioxo-3,4-dihydro-2H-thiochromen-4-ol OC[C@H](C1=CC=CC=C1)NC1=NC(=NC=C1C1=NNC(=N1)C)NC=1C=C2C(CCS(C2=CC1)(=O)=O)O